FC1=C(C=C(C(=C1)C=1CCNCC1)F)NC(C1=CC(=C(C=C1)C=1CCNCC1)F)=O N-[2,5-difluoro-4-(1,2,3,6-tetrahydro-pyridin-4-yl)-phenyl]-3-fluoro-4-(1,2,3,6-tetrahydro-pyridin-4-yl)-benzamide